2-oxa-6-azaadamantane-4,8-diol C12OC3C(C(NC(C1O)C3)C2)O